[F-].FB(F)F trifluoroborane fluoride